N1(N=NC2=C1C=CC=C2)NC(=O)C2C(NCC2C2=CC=CC=C2)=O N-1H-benzotriazol-1-yl-2-oxo-4-phenyl-3-pyrrolidinecarboxamide